titanium fluoride [F-].[Ti+4].[F-].[F-].[F-]